Isotridecyl 3-(3,5-di-tert-butyl-4-hydroxyphenyl)propionate C(C)(C)(C)C=1C=C(C=C(C1O)C(C)(C)C)CCC(=O)OCCCCCCCCCCC(C)C